4-((((9H-fluoren-9-yl)methoxy)carbonyl)amino)-2-aminobutanoic acid C1=CC=CC=2C3=CC=CC=C3C(C12)COC(=O)NCCC(C(=O)O)N